3-bromopropyl(trimethyl)ammonium bromide [Br-].BrCCC[N+](C)(C)C